3-(4-Chlorophenyl)-adamantane-1-carboxylic acid (2-piperazin-1-yl-ethyl)-amide N1(CCNCC1)CCNC(=O)C12CC3(CC(CC(C1)C3)C2)C2=CC=C(C=C2)Cl